COC1=CC=C(C=C1)[C@@H]1CC[C@H](CC1)CCC 1-methoxy-4-(trans-4-propylcyclohexyl)benzene